FC1=CC=C(C=C1)C=1C(=NN2C1N=C(N(C2=O)CC2=CC=C(C=C2)OC)SCC#CCO)C 8-(4-fluorophenyl)-2-[(4-hydroxybut-2-yn-1-yl)sulfanyl]-3-[(4-methoxyphenyl)methyl]-7-methylpyrazolo[1,5-a][1,3,5]triazin-4-one